ethyl-β-methylthiopropionate C(C)OC(CCC)=S